C(#N)C=1C(=NC(=CC1C(F)(F)F)C(F)(F)F)N1N=C(C=C1C)C(=O)N(C)C1=CC=C(C=C1)F 1-(3-cyano-4,6-bis(trifluoromethyl)pyridin-2-yl)-N-(4-fluorophenyl)-N,5-dimethyl-1H-pyrazole-3-carboxamide